2-(6-Chloropyridin-3-yl)acetic acid methyl ester COC(CC=1C=NC(=CC1)Cl)=O